NN.C(C)(=O)O acetic acid monohydrazine salt